C1(CC1)C1=NC=CC(=N1)N Cyclopropylpyrimidin-4-amine